N-(5-(4-hydroxyphenyl)-1,3,4-oxadiazol-2-yl)-2,4-dimethoxybenzamide OC1=CC=C(C=C1)C1=NN=C(O1)NC(C1=C(C=C(C=C1)OC)OC)=O